[N+](=O)([O-])OCC(CO)O 3-nitroglycerin